O1C(C1)C1=CC=C(C=C1)C1=NN(C=N1)C1=CC=C(C=C1)OC(F)(F)F 3-(4-(oxiran-2-yl)phenyl)-1-(4-(trifluoromethoxy)phenyl)-1H-1,2,4-triazole